C(C1=CC=CC=C1)O[C@@](CC=C)(C(F)(F)F)C1=NN=C(O1)C1=C(C=C(C(=N1)NC(CCC=C)(C)C)C(F)(F)F)[N+](=O)[O-] 6-[5-[(1R)-1-Benzyloxy-1-(trifluoromethyl)but-3-enyl]-1,3,4-oxadiazol-2-yl]-N-(1,1-dimethylpent-4-enyl)-5-nitro-3-(trifluoromethyl)pyridin-2-amine